sodium 4,4'-stilbenedicarboxylate salt C1(=CC=C(C=C1)C(=O)[O-])C=CC1=CC=C(C=C1)C(=O)[O-].[Na+].[Na+]